C(C1=CC=CC=C1)C1(N=CC(=C2N1CN=N2)N)N 5-benzyl-[1,2,4]triazolo[4,3-c]pyrimidine-5,8-diamine